OC(CC1CC(=C(CC1)CCC=O)C)(C)C 3-(4-(2-hydroxy-2-methylpropyl)-2-methylcyclohex-1-en-1-yl)propanal